(1-(3,4-dimethylbenzyl)-2-oxopyrrolidin-3-yl)triphenylphosphonium bromide [Br-].CC=1C=C(CN2C(C(CC2)[P+](C2=CC=CC=C2)(C2=CC=CC=C2)C2=CC=CC=C2)=O)C=CC1C